N-(3-Isopropoxy-4-(4-methylpiperazin-1-yl)phenyl)-5-methyl-7-((tetrahydrofuran-2-yl)methyl)-7H-pyrrolo[2,3-d]pyrimidin-2-amine C(C)(C)OC=1C=C(C=CC1N1CCN(CC1)C)NC=1N=CC2=C(N1)N(C=C2C)CC2OCCC2